N-(4-cyclopropylphenyl)-4-methylpiperidine-4-carboximidamide C1(CC1)C1=CC=C(C=C1)NC(=N)C1(CCNCC1)C